CSS(=O)C dimethyl thiosulfinate